C(C)N(C)C=NC1=CC(=C(C(=O)OCC2=CC=C(C=C2)OC(F)F)C=C1C)C 4-(difluoromethoxy)benzyl 4-(((ethyl(methyl)amino)methylene)amino)-2,5-dimethylbenzoate